di-tert-butyl (6-((4-bromo-2,5-dimethoxyphenethyl)amino)-6-oxohexane-1,5-diyl)dicarbamate BrC1=CC(=C(CCNC(C(CCCCNC(OC(C)(C)C)=O)NC(OC(C)(C)C)=O)=O)C=C1OC)OC